OC(C)(C)[C@@H]1CN(CCC1)C=1C=CC(=NC1)NC=1C2=C(C(=NC1)C=1C=NN3C1CCCC3)CNC2=O (S)-7-((5-(3-(2-hydroxy-propan-2-yl)piperidin-1-yl)pyridin-2-yl)amino)-4-(4,5,6,7-tetrahydro-pyrazolo[1,5-a]pyridin-3-yl)-2,3-dihydro-1H-pyrrolo[3,4-c]pyridin-1-one